2-amino-2-phenyl-N-[3-(1H-pyrazol-4-yl)-1H-indol-7-yl]propanamide NC(C(=O)NC=1C=CC=C2C(=CNC12)C=1C=NNC1)(C)C1=CC=CC=C1